C(C)(C)C1=C(C=CC=C1)[C@H]1N(CCN(C1)CC1=CC2=C(OCCCC2)C(=C1)OC)C1CC2(CN(C2)C2=CC=C(C(=O)N)C=C2)C1 4-(6-((R)-2-(2-isopropylphenyl)-4-((9-methoxy-2,3,4,5-tetrahydrobenzo[b]oxepin-7-yl)methyl)piperazin-1-yl)-2-azaspiro[3.3]heptan-2-yl)benzamide